propylchloromethyl-amine C(CC)NCCl